FC1=C(C=CC(=N1)NC(OC(C)(C)C)=O)C=1CSC2=CC(=CC=C2C1C1=CC=C(C=C1)O[C@@H]1CN(CC1)CCCF)O tert-butyl N-[6-fluoro-5-[4-[4-[(3S)-1-(3-fluoropropyl)pyrrolidin-3-yl]oxyphenyl]-7-hydroxy-2H-thiochromen-3-yl]-2-pyridyl]carbamate